3-(2-bromo-3-isopropyl-1H-indol-5-yl)benzoic acid ethyl ester C(C)OC(C1=CC(=CC=C1)C=1C=C2C(=C(NC2=CC1)Br)C(C)C)=O